(S)-1-amino-2-(2,5-dioxo-2,5-dihydro-1H-pyrrol-1-yl)-5-oxo-4,9,12,15,18-pentaoxa-6-azahenicosan NC[C@@H](COC(NCCOCCOCCOCCOCCC)=O)N1C(C=CC1=O)=O